N-(1-(3,3-difluorocyclobutyl)-2-oxo-1,2-dihydropyridin-3-yl)-2-(4,4-dimethyl-1,4-azasilinan-1-yl)-4-((1-(hydroxymethyl)cyclopropyl)sulfonyl)benzamide FC1(CC(C1)N1C(C(=CC=C1)NC(C1=C(C=C(C=C1)S(=O)(=O)C1(CC1)CO)N1CC[Si](CC1)(C)C)=O)=O)F